CC=1C=CC=2N(C1)C=C(N2)CN2C=CC=1C(=CN=CC1C2=O)C=2C=CC(=NC2)NC(OC(C)(C)C)=O tert-butyl N-{5-[7-({6-methylimidazo[1,2-a]pyridin-2-yl}methyl)-8-oxo-7,8-dihydro-2,7-naphthyridin-4-yl]pyridin-2-yl}carbamate